6-(4-(L-alanyl)piperazin-1-yl)nicotinonitrile N[C@@H](C)C(=O)N1CCN(CC1)C1=NC=C(C#N)C=C1